tris(ethylmethylamino)(t-butylimino)niobium C(C)N(C)[Nb](=NC(C)(C)C)(N(CC)C)N(CC)C